BrC=1C=C(CC2=NNC(C3=C(C=CC=C23)F)=O)C=CC1F 4-(3-bromo-4-fluorobenzyl)-8-fluorophthalazin-1(2H)-one